boron tert-butylamine C(C)(C)(C)N.[B]